C1(=CC=CC=C1)C1=C(C=CC(=C1)C1=CC=C(C=C1)OC)C1=CC=C(C=C1)CCCCCCCC phenyl-4-(4-methoxyphenyl)-4'-octylbiphenyl